ribose tetraphosphate OP(O)(=O)OP(=O)(O)OP(=O)(O)OP(=O)(O)O.O=C[C@H](O)[C@H](O)[C@H](O)CO